1,3-bis(5-bromothiophen-2-yl)-5,7-bis(2-ethylhexyl)-4H,8H-benzo[1,2-c:4,5-c']dithiophene-4,8-dione BrC1=CC=C(S1)C1=C2C(=C(S1)C=1SC(=CC1)Br)C(C=1C(=C(SC1CC(CCCC)CC)CC(CCCC)CC)C2=O)=O